5-(1H-imidazol-1-yl)-N-((1r,4r)-4-(2-methoxyethoxy)cyclohexyl)-1H-pyrazolo[4,3-d]pyrimidine-7-carboxamide N1(C=NC=C1)C=1N=C(C2=C(N1)C=NN2)C(=O)NC2CCC(CC2)OCCOC